Monobutylene glycol monopropyl ether C(CC)OCCCCO